C(C=C)(=O)N1CCN(CC1)C1(CCOCC1)C1=CC=C(C=C1)C(C)(C)NC=1N=CC2=C(N1)N(C(C=C2)=O)C(C)C 2-[(2-{4-[4-(4-acryloylpiperazin-1-yl)tetrahydro-2H-pyran-4-yl]phenyl}propan-2-yl)amino]-8-(propan-2-yl)pyrido[2,3-d]pyrimidin-7(8H)-one